Cl.COC=1C=C2C(=NC1)CC1(CCNCC1)C2N 3-methoxy-5,7-dihydrospiro[cyclopenta[b]pyridine-6,4'-piperidine]-5-amine hydrochloride